4-((R)-1-(((S)-tert-butylsulfinyl)amino)ethyl)-6-chloropyridin-2-yl trifluoromethanesulfonate FC(S(=O)(=O)OC1=NC(=CC(=C1)[C@@H](C)N[S@@](=O)C(C)(C)C)Cl)(F)F